methyl [4-(benzyloxy)-3-(6-methyl-7-oxo-6,7-dihydro-1H-pyrrolo[2,3-c]pyridin-4-yl)phenyl]acetate C(C1=CC=CC=C1)OC1=C(C=C(C=C1)CC(=O)OC)C=1C2=C(C(N(C1)C)=O)NC=C2